FC1=C(CNC=2C=C3N(C(N2)=O)C[C@H]2N3CCC2)C=CC(=C1)F (S)-3-((2,4-difluorobenzyl)amino)-7,8,8a,9-tetrahydropyrrolo[1',2':3,4]imidazo[1,2-c]pyrimidin-1(6H)-one